phenyl-bis-trimethylsiloxysilane C1(=CC=CC=C1)[SiH](O[Si](C)(C)C)O[Si](C)(C)C